O1C(CCC1)C(C)(C)C1OCCC1 2,2-bis(2-tetrahydrofuranyl)-propane